NCCNCCN Z-diethylenetriamine